C1=C(C=CC2=CC(=CC=C12)C=1C=CC2=C(C3=C(S2)C(=CC=C3)C=3C=C(C=CC3)C3=CC=CC2=C3C=CO2)C1)C1=CC2=CC=CC=C2C=C1 8-[(2,2'-binaphthyl)-6-yl]-4-[3-(dibenzothiophen-4-yl)phenyl]-[1]Benzofuran